N-indolin-1-yl-4-morpholino-8-(2,3,5-trifluorophenyl)quinoline-3-carboxamide N1(CCC2=CC=CC=C12)NC(=O)C=1C=NC2=C(C=CC=C2C1N1CCOCC1)C1=C(C(=CC(=C1)F)F)F